3-bromo-1-(3-chloropyridin-2-yl)-N-(2-bromo-4-chloro-6-(diethylaminoformyl)phenyl)-N-methyl-1H-pyrazole-5-carboxamide BrC1=NN(C(=C1)C(=O)N(C)C1=C(C=C(C=C1C(=O)N(CC)CC)Cl)Br)C1=NC=CC=C1Cl